9,9'-(2',6'-bis(3,6-dimethyl-9H-carbazol-9-yl)-[3,4'-bipyridine]-3',5'-diyl)bis(3,6-diphenyl-9H-carbazole) CC=1C=CC=2N(C3=CC=C(C=C3C2C1)C)C1=NC(=C(C(=C1N1C2=CC=C(C=C2C=2C=C(C=CC12)C1=CC=CC=C1)C1=CC=CC=C1)C=1C=NC=CC1)N1C2=CC=C(C=C2C=2C=C(C=CC12)C1=CC=CC=C1)C1=CC=CC=C1)N1C2=CC=C(C=C2C=2C=C(C=CC12)C)C